NC(CC1=CC=C(C=C1)C(C(=O)N)SC1=NC(=C(C(=C1C#N)CC)C#N)N(C)C)=O 2-(4-(2-amino-2-oxoethyl)phenyl)-2-(3,5-dicyano-6-(dimethylamino)-4-ethylpyridin-2-ylsulfanyl)acetamide